3-[3-(4-Fluoro-benzyl)-3H-imidazo[4,5-c]pyridin-2-yl]-N-((S)-1-phenyl-butyl)-propionamide FC1=CC=C(CN2C(=NC3=C2C=NC=C3)CCC(=O)N[C@@H](CCC)C3=CC=CC=C3)C=C1